((6-Oxoundecane-1,11-diyl)bis(sulfanediyl))bis(hexane-1,2-diyl) bis(3-cyclohexyl-propanoate) C1(CCCCC1)CCC(=O)OC(CSCCCCCC(CCCCCSCC(CCCC)OC(CCC1CCCCC1)=O)=O)CCCC